C(C)(C)(C)OC(N(C)C1CC=2C(=C(SC2Cl)Cl)CC1)=O.C1(=CC=CC=2SC3=C(C21)C=CC=C3)C3=C(C=CC=C3)C3=CC=CC=2C1=CC=CC=C1C1=CC=CC=C1C32 (dibenzothiophenyl)(triphenyleneyl)benzene tert-butyl-N-(1,3-dichloro-4,5,6,7-tetrahydro-2-benzothiophen-5-yl)-N-methylcarbamate